tert-Butyl 5-ethynyl-1H-indazole-1-carboxylate C(#C)C=1C=C2C=NN(C2=CC1)C(=O)OC(C)(C)C